OC1=C(C(=O)O)C=CC=C1.C(C=1C(O)=CC=CC1)(=O)O.N1=CC=CC(=C1)C1N(C)CCC1 nicotine salicylate (2-hydroxybenzoate)